6-(4-(trifluoromethyl)-1H-pyrazol-1-yl)-2,3-dihydropyridazin-3-amine FC(C=1C=NN(C1)C=1C=CC(NN1)N)(F)F